[2H]C1(OC2=C(O1)C=CC(=C2)NC2=CC=C(C=C2)N)[2H] N1-(2,2-dideuterio-1,3-benzodioxol-5-yl)benzene-1,4-diamine